methyl iminodiacetate benzylborate C(C1=CC=CC=C1)OB(O)O.N(CC(=O)O)CC(=O)OC